C(C)(C)C1=NC(=CC=2N1C=CN2)NC(C2=C(C=C(C=C2)NS(=O)(=O)C)N2CCC1(CC1)CC2)=O N-(5-isopropylimidazo[1,2-c]pyrimidin-7-yl)-4-(methylsulfonamido)-2-(6-azaspiro[2.5]octan-6-yl)benzamide